2-((3-Azabicyclo[3.2.1]octan-3-yl)methyl)-6-(3-((1r,3r)-3-methoxy-1-(4-methyl-4H-1,2,4-triazol-3-yl)cyclobutyl)phenyl)-4-(trifluoromethyl)-1,6-dihydro-7H-pyrrolo[2,3-c]pyridin-7-one C12CN(CC(CC1)C2)CC2=CC1=C(C(N(C=C1C(F)(F)F)C1=CC(=CC=C1)C1(CC(C1)OC)C1=NN=CN1C)=O)N2